ClC=1N=NC(=C(C1CCCNC1=CC=CC(=N1)C(=O)OCC)C)Cl ethyl 6-{[3-(3,6-dichloro-5-methylpyridazin-4-yl)propyl]amino}pyridine-2-carboxylate